O=C1C2(CCC(C(N1)=O)CC2)NC2=CC=C(C=C2)C2CCN(CC2)C(=O)OC(C)(C)C tert-Butyl 4-[4-[(2,4-dioxo-3-azabicyclo[3.2.2]nonan-1-yl)amino]phenyl]piperidine-1-carboxylate